2,2-bis[4-(3-maleimidophenoxy)phenyl]butane tert-butyl-(R)-2-allyl-2-((((benzyloxy)carbonyl)amino)methyl)-4-(4-methoxybenzoyl)-3-oxopiperazine-1-carboxylate C(C)(C)(C)OC(=O)N1[C@@](C(N(CC1)C(C1=CC=C(C=C1)OC)=O)=O)(CNC(=O)OCC1=CC=CC=C1)CC=C.C1(C=CC(N1C=1C=C(OC2=CC=C(C=C2)C(C)(CC)C2=CC=C(C=C2)OC2=CC(=CC=C2)N2C(C=CC2=O)=O)C=CC1)=O)=O